tert-butyl 8-amino-4-oxo-5-azaspiro[2.5]octane-5-carboxylate NC1CCN(C(C12CC2)=O)C(=O)OC(C)(C)C